C(C)OC(C1=C(N=C(C=C1C1=CC=CC=C1)C1=CC=CC=C1)C1=CC=CC=C1)=O.FCC(=O)N(CC(=O)N)NC(=O)[C@H]1N(CCC1)C(=O)C1(CC1)C1=CC=C(C=C1)Cl 2-[(2-Fluoroacetyl)-[[(2S)-1-[1-(4-chlorophenyl)cyclopropanecarbonyl]pyrrolidine-2-carbonyl]amino]amino]acetamide ethyl-2,4,6-triphenylnicotinate